C(CC)N1C(C(CCC1=O)N1C(C2=CC=CC(=C2C1)NC(OC(C)(C)C)=O)=O)=O tert-butyl (2-(1-propyl-2,6-dioxopiperidin-3-yl)-1-oxoisoindolin-4-yl)carbamate